4-(((3R,4R)-1-(2-fluoroethyl)-3-(1-methyl-1H-pyrazol-4-yl)piperidin-4-yl)oxy)-5,7-dimethyl-1H-indole FCCN1C[C@H]([C@@H](CC1)OC1=C2C=CNC2=C(C=C1C)C)C=1C=NN(C1)C